4-(3-fluoro-2-nitrophenoxy)-1-methylpiperidine FC=1C(=C(OC2CCN(CC2)C)C=CC1)[N+](=O)[O-]